ClC1=NC(=CC(=C1OCOC)C=1C=NC=CC1)C1=C(C=CC(=C1)Cl)F 2'-chloro-6'-(5-chloro-2-fluorophenyl)-3'-(methoxymethoxy)-3,4'-bipyridine